F[C@@H](CN(CC[C@@H](C(=O)O)NC(=O)N1C[C@@H](CC1)F)CCCCC1=NC=2NCCCC2C=C1)COC (S)-4-(((S)-2-fluoro-3-methoxypropyl)(4-(5,6,7,8-tetrahydro-1,8-naphthyridin-2-yl)butyl)amino)-2-((R)-3-fluoropyrrolidine-1-carboxamido)butanoic acid